perfluorononylsulfonate Ammonium [NH4+].FC(C(C(C(C(C(C(C(C(F)(F)F)(F)F)(F)F)(F)F)(F)F)(F)F)(F)F)(F)F)(S(=O)(=O)[O-])F